(S)-4-ethyl-8-fluoro-4-hydroxy-11-(3-(methylamino)propyl)-1,12-dihydro-14H-pyrano[3',4':6,7]indolizino[2,1-b]quinoline-3,6,14(4H,11H)-trione C(C)[C@]1(C(OCC=2C(N3CC=4N(C5=CC=C(C=C5C(C4C3=CC21)=O)F)CCCNC)=O)=O)O